7-methyl-2-(1-methylethylethylidene)-furo[3,2-H]isoquinoline-3-one CC=1N=CC=2C3=C(C=CC2C1)C(C(O3)=C(C)C(C)C)=O